5-(2-(dimethylamino)ethyl)-4-methylpyridin-2-ol CN(CCC=1C(=CC(=NC1)O)C)C